CN1CCN(CC1)C1=CC=C(C=C1)NC=1N=CC2=C(N1)N(C(C=C2C#C[Si](C(C)C)(C(C)C)C(C)C)=O)CC2C(NCC2)=O 3-[(2-{[4-(4-methylpiperazin-1-yl)phenyl]amino}-7-oxo-5-[2-(triisopropylsilyl)ethynyl]pyrido[2,3-d]pyrimidin-8-yl)methyl]pyrrolidin-2-one